The molecule is a tryptamine compound having an acetyl substituent attached to the side-chain amino function. It is a member of acetamides and a member of indoles. It derives from a tryptamine. CC(=O)NCCC1=CNC2=CC=CC=C21